BrC=1N=C(N(C1C(C)=O)COCC[Si](C)(C)C)C 1-(4-bromo-2-methyl-1-((2-(trimethylsilyl)ethoxy)methyl)-1H-Imidazol-5-yl)ethan-1-one